6-(1-methyl-1H-benzo[d]imidazol-5-yl)-5-(2-(3,3,3-trifluoro-2,2-dimethylpropyl)oxazol-5-yl)picolinonitrile CN1C=NC2=C1C=CC(=C2)C2=C(C=CC(=N2)C#N)C2=CN=C(O2)CC(C(F)(F)F)(C)C